(S)-N-(6,7-difluoro-2-((4aS,5aR)-5a-methyl-1,4,4a,5,5a,6-hexahydrocyclopropa[f]indazol-3-yl)-1H-benzo[d]imidazol-5-yl)-N-ethyl-2-morpholinopropanamide FC=1C(=CC2=C(NC(=N2)C2=NNC=3C[C@@]4([C@H](CC23)C4)C)C1F)N(C([C@H](C)N1CCOCC1)=O)CC